FC=1C=C(C=C(C1OC)F)C1=CC(=CC=C1)C 3,5-difluoro-4-methoxy-3'-methyl-biphenyl